(Z)-N'-hydroxy-6-(1-(tetrahydro-2H-pyran-2-yl)-1H-pyrazole-4-carbonyl)-2-(1-(trifluoromethyl)cyclopropane-1-carbonyl)-2,6-diazaspiro[3.4]octane-8-carboximidamide O\N=C(/N)\C1CN(CC12CN(C2)C(=O)C2(CC2)C(F)(F)F)C(=O)C=2C=NN(C2)C2OCCCC2